OC[C@H]1N(CCN(C1)C1=NC=C(C=N1)C(F)(F)F)C(=O)O[C@H](CC1=CNC(C(=C1)C(F)(F)F)=O)C (S)-1-(6-Oxo-5-(trifluoromethyl)-1,6-dihydropyridin-3-yl)propan-2-yl (S)-2-(hydroxymethyl)-4-(5-(trifluoromethyl)pyrimidin-2-yl)piperazine-1-carboxylate